C(C)(=O)OCC1=C(C=C(C=C1OCC)C(C)N(C(=O)NC1(CC(C1)(F)F)C(=O)OC)CCCCC1=CC=CC=C1)OCC methyl 1-{[(1-{4-[(acetoxy)methyl]-3,5-diethoxyphenyl}ethyl)(4-phenylbutyl)carbamoyl]amino}-3,3-difluorocyclobutane-1-carboxylate